(2,6-difluorophenyl)(piperidin-4-yl)methanone hydrochloride Cl.FC1=C(C(=CC=C1)F)C(=O)C1CCNCC1